C(N)(O[C@@H]1CN(CC[C@H]1O)C(C)(C)C)=O |r| trans-(+/-)-tert-butyl-4-hydroxypiperidin-3-yl carbamate